ClC1=NC=CC(=N1)C(C(=O)OCC)(CCC(=O)OCC1=CC=CC=C1)CC O5-benzyl O1-ethyl 2-(2-chloropyrimidin-4-yl)-2-ethyl-pentanedioate